(S)-2-(3-(3-(fluoro(4-methyl-4H-1,2,4-triazol-3-yl)methyl)oxetan-3-yl)phenyl)-6-((3-hydroxy-3-(methoxymethyl)azetidin-1-yl)methyl)-4-(trifluoromethyl)isoindolin-1-one F[C@@H](C1(COC1)C=1C=C(C=CC1)N1C(C2=CC(=CC(=C2C1)C(F)(F)F)CN1CC(C1)(COC)O)=O)C1=NN=CN1C